C12(CC(C1)C2)C(=O)N2[C@H]([C@H]([C@H](C2)F)NS(=O)(=O)CC)CC=2C(=C(C=CC2)C2=CC=CC=C2)F N-{(2S,3R,4S)-1-(bicyclo[1.1.1]pentane-1-carbonyl)-4-fluoro-2-[(2-fluoro[1,1'-biphenyl]-3-yl)methyl]pyrrolidin-3-yl}ethanesulfonamide